C1(CCC1)CCC1=NN=C(S1)N 5-(2-cyclobutylethyl)-1,3,4-thiadiazol-2-amine